1-[2-(tetrahydro-pyran-4-yl)-ethyl]-3,4-dihydro-1H-pyrazino[2,3-b]Pyrazin-2-one O1CCC(CC1)CCN1C(CNC=2C1=NC=CN2)=O